BrCCCOC1=CC=C(C=C1)C[C@@H](C(=O)OCC)NC(=O)OC(C)(C)C ethyl (S)-3-(4-(3-bromopropoxy)phenyl)-2-((t-butoxycarbonyl)amino)propanoate